C1(=CC=CC=C1)C=C(O)O phenylethenediol